(2R,4R,5S,6S)-1-((R)-4-benzyl-2-oxooxazolidin-3-yl)-6-((R)-3-((tertbutyldiphenylsilyl)oxy)-2-methylpropyl)-5-hydroxy-2,4-dimethylnon-8-ene-1,3-dione C(C1=CC=CC=C1)[C@H]1N(C(OC1)=O)C([C@@H](C([C@@H]([C@H]([C@@H](CC=C)C[C@H](CO[Si](C1=CC=CC=C1)(C1=CC=CC=C1)C(C)(C)C)C)O)C)=O)C)=O